3-(6-(((1S,3S)-3-((6-Cyclopropyl-1,2,4-triazin-3-yl)amino)cyclopentyl)amino)pyridin-3-yl)-4-fluoro-2-methoxybenzoic acid C1(CC1)C1=CN=C(N=N1)N[C@@H]1C[C@H](CC1)NC1=CC=C(C=N1)C=1C(=C(C(=O)O)C=CC1F)OC